BrCC(=O)C1(C(COC2=C(C=CC=C12)CCC(=O)OCC)(F)F)C ethyl 3-[4-(2-bromoacetyl)-3,3-difluoro-4-methyl-chroman-8-yl]propanoate